BrC1=C(C2=C(N=CN=C2N)N1C)C1=NC=C(C=N1)C1COCC1 6-bromo-7-methyl-5-(5-(tetrahydrofuran-3-yl)pyrimidin-2-yl)-7H-pyrrolo[2,3-d]pyrimidin-4-amine